FC1=C(C(=CC=C1)F)C(CC)=NNS(=O)(=O)C1=CC=C(C=C1)C N'-(1-(2,6-difluorophenyl)propylidene)-4-methylbenzenesulfonohydrazide